N-((S)-(4,4-difluorocyclohexyl)(2-(((3R,5R)-2-oxo-5-(trifluoromethyl)piperidin-3-yl)methyl)imidazo[1,2-b][1,2,4]triazin-6-yl)methyl)-1-ethyl-1H-pyrazole-5-carboxamide FC1(CCC(CC1)[C@H](NC(=O)C1=CC=NN1CC)C=1N=C2N(N=C(C=N2)C[C@@H]2C(NC[C@@H](C2)C(F)(F)F)=O)C1)F